NCCN(CCCCCCCC(=O)OC(CCCCCCCC)CCCCCCCC)CCCCCCCC(=O)OC(CCCCCCCC)CCCCCCCC 1-octylnonyl 8-[2-aminoethyl-[8-(1-octylnonoxy)-8-oxo-octyl]amino]octanoate